Methyl-6-morpholinoquinoline-4-carboxylic acid CC1=NC2=CC=C(C=C2C(=C1)C(=O)O)N1CCOCC1